2-((1-(4-(3-Phenyl-5H-imidazo[1,2-c]pyrido[3,4-e][1,3]oxazin-2-yl)benzyl)piperidin-4-yl)amino)pyrimidine-4-carbonitrile C1(=CC=CC=C1)C1=C(N=C2N1COC1=C2C=NC=C1)C1=CC=C(CN2CCC(CC2)NC2=NC=CC(=N2)C#N)C=C1